C(#N)C1(CC1)NS(=O)(=O)C=1C=C2C(=NC(=NC2=C(C1)N1C[C@@H](N[C@H](C1)C)C)C)C=1SC(=NN1)C(F)F N-(1-cyanocyclopropyl)-4-(5-(difluoromethyl)-1,3,4-thiadiazol-2-yl)-8-((3S,5S)-3,5-dimethylpiperazin-1-yl)-2-methylquinazoline-6-sulfonamide